2-(2-((5-cyclopropyl-3-(3,5-dichloropyridin-4-yl)isoxazol-4-yl)methylene)-7-azaspiro[3.5]non-7-yl)benzo[d]thiazole-5-carboxylic acid C1(CC1)C1=C(C(=NO1)C1=C(C=NC=C1Cl)Cl)C=C1CC2(C1)CCN(CC2)C=2SC1=C(N2)C=C(C=C1)C(=O)O